(±)-N-((1R,2R)-2-Hydroxycyclohexyl)acetamide O[C@H]1[C@@H](CCCC1)NC(C)=O |r|